2,4-dimethylbenzene-1,3-dithiol CC1=C(C=CC(=C1S)C)S